Cl.COC(=O)C=1C=C(C2=C(N(N=N2)C/C(=C/CN)/F)C1)C1=C(C=CC(=C1)S(NC)(=O)=O)OC (Z)-1-(4-amino-2-fluoro-but-2-en-1-yl)-4-(2-methoxy-5-(N-methylsulfamoyl)phenyl)-1H-benzo[d][1,2,3]triazole-6-carboxylic acid methyl ester hydrochloride